C(C)(C)(C)OC(=O)N[C@H](C(=O)OC)CC(CC)=C methyl (S)-2-((tert-butoxycarbonyl) amino)-4-methylenehexanoate